3-fluoro-5-(4,4,5,5-tetramethyl-1,3,2-dioxaborolan-2-yl)-2-(2,2,2-trifluoroethoxy)pyridine FC=1C(=NC=C(C1)B1OC(C(O1)(C)C)(C)C)OCC(F)(F)F